C(C)(C)(C)OC(NC=1SC2=C(C1C#N)C(=CC=C2F)C2=C(C(=C1C=NC(=NC1=C2F)OC[C@H]2N(CCC2)C)COC)Cl)=O.OCNC(C=C)=O N-hydroxymethyl-acrylamide tert-Butyl-N-[4-[6-chloro-8-fluoro-5-(methoxymethyl)-2-[[(2S)-1-methylpyrrolidin-2-yl]methoxy]quinazolin-7-yl]-3-cyano-7-fluoro-benzothiophen-2-yl]carbamate